2-[(4-methylphenyl)methyl]-6-(1,3-thiazol-2-yl)-2H-pyrazolo[3,4-d]pyrimidin-4-amine CC1=CC=C(C=C1)CN1N=C2N=C(N=C(C2=C1)N)C=1SC=CN1